1,1-bis(4-trimethoxysilylphenyl)ethylene CO[Si](C1=CC=C(C=C1)C(=C)C1=CC=C(C=C1)[Si](OC)(OC)OC)(OC)OC